(3R,4R)-N-benzyl-3-fluorotetrahydro-2H-pyran-4-amine C(C1=CC=CC=C1)N[C@H]1[C@H](COCC1)F